ClC1=CC(N(C=C1)C1=CC=C(C=C1)N1N=C(C(=C1)C(=O)OCC)C(F)(F)F)=O Ethyl 1-(4-(4-chloro-2-oxopyridin-1(2H)-yl)phenyl)-3-(trifluoromethyl)-1H-pyrazole-4-carboxylate